C/C=C(/C(=O)O)\N α,β-dehydroaminobutyric acid